ornithine potassium [K].N[C@@H](CCCN)C(=O)O